2-methyl-2-[(1-oxo-2-propenyl)amino]-1-propanesulphonic acid CC(CS(=O)(=O)O)(C)NC(C=C)=O